((1r,3r)-3-((4-methoxy-5-(pyrazolo[1,5-a]pyridin-5-yl)pyrrolo[2,1-f][1,2,4]triazin-2-yl)amino)-1-methylcyclobutyl)carbamic acid tert-butyl ester C(C)(C)(C)OC(NC1(CC(C1)NC1=NN2C(C(=N1)OC)=C(C=C2)C2=CC=1N(C=C2)N=CC1)C)=O